FC(C(=O)O)(F)F.CN(CCC=1C=C2C(C=CNC2=CC1)=O)C 6-(2-(Dimethylamino)ethyl)quinolin-4(1H)-one trifluoroacetate